(S)-1-(3-((4-((3-chloro-4-(cyclopropylmethoxy)-2-fluorophenyl)-amino)-7-fluoropyrido[3,2-d]pyrimidin-6-yl)oxy)pyrrolidin-1-yl)prop-2-en-1-one ClC=1C(=C(C=CC1OCC1CC1)NC=1C2=C(N=CN1)C=C(C(=N2)O[C@@H]2CN(CC2)C(C=C)=O)F)F